C(C)(C)(C)C1=C(OP2OCC3(CO2)COP(OC3)OC3=C(C=C(C=C3)C(C)(C)C)C(C)(C)C)C=CC(=C1)C(C)(C)C 3,9-bis(2,4-ditert-butylphenoxy)-2,4,8,10-tetraoxa-3,9-diphosphaspiro[5.5]undecane